S1C(=CC=C1)CN(C=1OC=C(N1)CO)CC=1SC=CC1 (2-(bis(thiophen-2-ylmethyl)amino)oxazol-4-yl)methanol